2-dodecyl-2-nonylpropionic acid potassium salt [K+].C(CCCCCCCCCCC)C(C(=O)[O-])(C)CCCCCCCCC